N1(CCC1)CC1(CC1)NC(C(C)OC1=C(C=CC=C1)Cl)=O N-(1-(azetidin-1-ylmethyl)cyclopropyl)-2-(2-chlorophenoxy)propanamide